6-furfuryl-9-β-D-arabinofuranosylpurine C(C1=CC=CO1)C1=C2N=CN(C2=NC=N1)[C@H]1[C@@H](O)[C@H](O)[C@H](O1)CO